[Na].[Mn].[Co].[Ni] nickel-cobalt-manganese sodium